FC(CN1[C@@H](C=2NC3=CC=CC=C3C2C[C@H]1C)C=1SC(=CC1F)CC1CN(C1)CCCF)(C)C (1S,3R)-2-(2-Fluoro-2-methylpropyl)-1-(3-fluoro-5-((1-(3-fluoropropyl)-azetidin-3-yl)methyl)thiophen-2-yl)-3-methyl-2,3,4,9-tetrahydro-1H-pyrido[3,4-b]indole